C(=O)(OC(C)(C)C)N1N=CC(=C1)B(O)O 1-BOC-1H-pyrazole-4-boronic acid